F[C@H]1CN(CC[C@H]1NC1=NN2C(C(=N1)OC)=C(C=C2)C=2C=CC1=C(N(C(=N1)C)CC(F)(F)F)C2)C2COC2 N-((3S,4R)-3-fluoro-1-(oxetan-3-yl)piperidin-4-yl)-4-methoxy-5-(2-methyl-1-(2,2,2-trifluoroethyl)-1H-benzo[d]imidazol-6-yl)pyrrolo[2,1-f][1,2,4]triazin-2-amine